4-(5-fluoro-6-methylpyridin-2-yl)-3,4-dihydro-2H-benzo[b][1,4]thiazine-6-carboxylic acid FC=1C=CC(=NC1C)N1C2=C(SCC1)C=CC(=C2)C(=O)O